NC=1N(C(C=2N(C(=NC2N1)C)C)=O)CC1=NC(=NO1)[C@@H]1CO[C@H](C1)C1=CC=C(C=C1)Cl |r| 2-amino-7,8-dimethyl-1-[[3-[rac-(3R,5R)-5-(4-chlorophenyl)tetrahydro-furan-3-yl]-1,2,4-oxadiazol-5-yl]methyl]purin-6-one